C(#N)C1=CC(=NC=C1)N1[C@@H](C=CC1=O)C(=O)N(C1=C(C(=CC=C1)F)F)[C@]1(CCC2=CC=CC=C12)C(NC1CC(C1)(F)F)=O (S)-1-(4-cyanopyridin-2-yl)-N-((S)-1-((3,3-difluorocyclobutyl)carbamoyl)-2,3-dihydro-1H-inden-1-yl)-N-(2,3-difluorophenyl)-5-oxopyrrole-2-carboxamide